3-(10H-phenothiazin-10-yl)propionic acid C1=CC=CC=2SC3=CC=CC=C3N(C12)CCC(=O)O